2,12-dioxa-4,7,10-tri-azatetradecan-14-oate COCNCCNCCNCOCC(=O)[O-]